(3,5-dimethylpyridazin-4-yl)ethanol CC=1N=NC=C(C1C(C)O)C